(1S,3R)-N1-(6-chloro-2-(trifluoromethyl)quinolin-4-yl)-N3-(4-(pyrimidin-2-yl)pyridin-2-yl)cyclohexane-1,3-diamine ClC=1C=C2C(=CC(=NC2=CC1)C(F)(F)F)N[C@@H]1C[C@@H](CCC1)NC1=NC=CC(=C1)C1=NC=CC=N1